C1(=CC(=CC=C1)C(C)(COCCOCCOCCOCCCC)O)C(C)(COCCOCCOCCOCCCC)O 2,2'-(1,3-phenylene)bis(4,7,10,13-tetraoxaheptadecan-2-ol)